BrC=1C=C(C=CC1F)S(=O)(=O)N1CCC1 1-((3-bromo-4-fluorophenyl)sulfonyl)azetidine